C(C)(C)(C)OC(NC1CC(C1)CCN1CCN(CC1)C1=C(C(=CC=C1)Cl)Cl)=O (3-(2-(4-(2,3-dichlorophenyl)piperazin-1-yl)ethyl)cyclobutyl)carbamic acid tert-butyl ester